FC(OC1=NC=CC(=C1)C=O)(F)F 2-(trifluoromethoxy)pyridine-4-carbaldehyde